(1-(2-ethyl-4-methyl-5-(5-morpholinyl-4H-1,2,4-triazol-3-yl)benzoyl)piperidin-4-yl)benzonitrile C(C)C1=C(C(=O)N2CCC(CC2)C2=C(C#N)C=CC=C2)C=C(C(=C1)C)C1=NN=C(N1)N1CCOCC1